S1C(=NC2=C1C=CC=C2)\C(\CC(=O)O)=C\C=2C(=NN(C2)C)C2=CC(=CC=C2)C#N (E)-3-(benzo[d]thiazol-2-yl)-4-(3-(3-cyanophenyl)-1-methyl-1H-pyrazol-4-yl)but-3-enoic acid